(3-glycidoxypropyl)-trimethoxysilane C(C1CO1)OCCC[Si](OC)(OC)OC